FCCN1CCN(CC1)C=1C(=C(N)C=CC1)[N+](=O)[O-] 3-(4-(2-fluoroethyl)piperazin-1-yl)-2-nitroaniline